tin oxide palladium [Pd].[Sn]=O